C(CCCCC)[C@H]1[C@H](C1)CCCCCCCCCC(CCCCCCCCC)N(C)C 1-[(1S,2R)-2-hexylcyclopropyl]-N,N-dimethylnonadecane-10-amine